2-(2-cyanophenoxy)-N'-(1,3-diphenyl-1H-pyrazol-5-yl-carbonyl)acetohydrazide C(#N)C1=C(OCC(=O)NNC(=O)C2=CC(=NN2C2=CC=CC=C2)C2=CC=CC=C2)C=CC=C1